1-(1H-Benzoimidazol-5-yl)-5-(3-chloro-2,6-difluoro-phenyl)-4-(1,2,2-trimethyl-propylimino)-imidazolidin-2-one N1C=NC2=C1C=CC(=C2)N2C(NC(C2C2=C(C(=CC=C2F)Cl)F)=NC(C(C)(C)C)C)=O